3-(3-hydroxy-3-carboxypyrrolidin-1-yl)propane OC1(CN(CC1)CCC)C(=O)O